(S)-N-(2-chloro-6-(4-isopropylpiperazin-1-yl)phenyl)-3-methyl-3-phenylpyrrolidine-1-carboxamide ClC1=C(C(=CC=C1)N1CCN(CC1)C(C)C)NC(=O)N1C[C@@](CC1)(C1=CC=CC=C1)C